C(C)C(=CO)CCCC 2-ethylhexen-1-ol